2-chloro-N-(2-((1,1-dioxidotetrahydro-2H-thiopyran-4-yl)amino)-2-oxo-1-(pyrimidin-5-yl)ethyl)-N-(3-fluorophenethyl)acetamide ClCC(=O)N(CCC1=CC(=CC=C1)F)C(C(=O)NC1CCS(CC1)(=O)=O)C=1C=NC=NC1